COC(C(C)N1C[C@@H](N([C@H](C1)C)C(=O)OC(C)(C)C)C)=O (2S,6S)-tert-butyl 4-(1-methoxy-1-oxopropan-2-yl)-2,6-dimethylpiperazine-1-carboxylate